N\C(\C1(CC1)C1=C(C=CC=C1)C)=N/OC(=O)C1=NN(C(=C1)C(F)F)CC(=O)NC (Z)-2-(3-((((amino(1-(o-tolyl)cyclopropyl)methylene)amino)oxy)carbonyl)-5-(difluoromethyl)-1H-pyrazol-1-yl)-N-methylacetamide